1-pentylpiperidinium bis(pentafluoroethanesulfonyl)imide salt [N-](S(=O)(=O)C(F)(F)C(F)(F)F)S(=O)(=O)C(F)(F)C(F)(F)F.C(CCCC)[NH+]1CCCCC1